1-[(R)-(dibenzylamino)-(4-fluorophenyl)methyl]cyclopropanol C(C1=CC=CC=C1)N(CC1=CC=CC=C1)[C@@H](C1(CC1)O)C1=CC=C(C=C1)F